O=C1NC(CCC1N1C(C2=CC=C(C=C2C1=O)NC1CN(C1)C(=O)OC(C)(C)C)=O)=O Tert-butyl 3-[[2-(2,6-dioxo-3-piperidyl)-1,3-dioxo-isoindolin-5-yl]amino]azetidine-1-carboxylate